COCOC1=C(C2=CC=CC=C2C=C1C=O)C1=C(C(=CC2=CC=CC=C12)C=O)OCOC 2,2'-bis(methoxymethoxy)-[1,1'-binaphthyl]-3,3'-dicarboxaldehyde